C(C)(=O)NC=1C=C(OC2=CC=NC3=CC=C(C=C23)C(=O)N(C)C)C=C(C1)OC 4-(3-acetamido-5-methoxyphenoxy)-N,N-dimethylquinoline-6-carboxamide